C1(CC1)C(=O)C1=CC=NC=C1 cyclopropyl(4-pyridyl)methanone